(S)-2-amino-4-methylpent-4-enoic acid methyl ester COC([C@H](CC(=C)C)N)=O